12-tetracosene CCCCCCCCCCCC=CCCCCCCCCCCC